CP(O[C@H](C)CCOC1=CC=CC=C1)(O)=O (2R)-phenoxy-2-butanyl hydrogen (S)-methylphosphonate